C(C)OC=1C=C(C=C2C(NC(NC2=O)=O)=O)C=CC1O 5-(3-Ethoxy-4-hydroxybenzylidene)pyrimidine-2,4,6(1H,3H,5H)-trione